(R)-(-)-Phenylpropionic acid C[C@H](C1=CC=CC=C1)C(=O)O